FC1=CC=C(C=N1)C=1C=CC(=C(C1)NC1=NC=NC2=CC(=C(C=C12)OC1CN(C1)C(C=C)=O)OC)OC 1-(3-((4-((5-(6-fluoropyridin-3-yl)-2-methoxyphenyl)amino)-7-methoxyquinazolin-6-yl)oxy)azetidine-1-yl)prop-2-en-1-one